ethyl 2-(3-trifluoromethyl-4-iodophenyl)-2-methylpropionate FC(C=1C=C(C=CC1I)C(C(=O)OCC)(C)C)(F)F